(3R)-3-(4-chlorophenyl)-2-[(5-chloropyridin-2-yl)methyl]-6-{2-hydroxy-1-[4-(2-hydroxyethyl)piperazin-1-yl]propan-2-yl}-3-methoxy-2,3-dihydro-1H-isoindol-1-one ClC1=CC=C(C=C1)[C@@]1(N(C(C2=CC(=CC=C12)C(CN1CCN(CC1)CCO)(C)O)=O)CC1=NC=C(C=C1)Cl)OC